3-((3R,5S)-3-((5-(5-(fluoromethyl)-1,3,4-thiadiazol-2-yl)-1H-pyrrolo[2,3-b]pyridin-4-yl)amino)-5-methylpiperidin-1-yl)-3-oxopropanenitrile FCC1=NN=C(S1)C=1C(=C2C(=NC1)NC=C2)N[C@H]2CN(C[C@H](C2)C)C(CC#N)=O